ClC1=C(C=CC=C1OC)C(=O)N1C[C@H]2N(CC1)C[C@](CC2)(O)C2=CC=C(C=C2)Cl |r| (2-Chloro-3-methoxyphenyl)-[rac-(7R,9aS)-7-(4-chlorophenyl)-7-hydroxy-3,4,6,8,9,9a-hexahydro-1H-pyrido[1,2-a]pyrazin-2-yl]methanone